(R)-2-(4'-chloro-1-(6-((2-methoxyethyl)(methyl)amino)-2-methylhexane-3-yl)-7',8'-dihydrospiro[azetidine-3,6'-pyrido[3,4-b]indole]-9'(5'H)-yl)-N-ethyl-5-fluoro-N-isopropylbenzamide ClC1=CN=CC=2N(C=3CCC4(CC3C21)CN(C4)[C@@H](C(C)C)CCCN(C)CCOC)C4=C(C(=O)N(C(C)C)CC)C=C(C=C4)F